BrC=1C2=C(C(=C(C(=C2C(=C2C(=C(C(=C(C12)[2H])[2H])[2H])[2H])C1=CC=CC2=CC=CC=C12)[2H])[2H])[2H])[2H] 9-bromo-10-(naphthalen-1-yl)anthracene-1,2,3,4,5,6,7,8-d